FC=1C=C2C(=CNC2=C(C1)F)CCN(CCC)CC N-(2-(5,7-difluoro-1H-indol-3-yl)ethyl)-N-ethylpropane-1-amine